C(C)(C)(C)OC(=O)NCCCCCCCCCC(=O)OC1CNC(C1)C(NCC1=CC=C(C=C1)C1=C(N=CS1)C)=O 5-((4-(4-methylthiazol-5-yl)benzyl)carbamoyl)pyrrolidin-3-yl 10-((tert-butoxycarbonyl)amino)decanoate